7-(5-chloro-2-fluorophenyl)-1-{2-[3-(4-methylpiperazin-1-yl)propanamido]pyridin-4-yl}-1H,2H,3H-pyrido[3,4-b][1,4]oxazin-6-ium-6-olate ClC=1C=CC(=C(C1)C1=CC2=C(OCCN2C2=CC(=NC=C2)NC(CCN2CCN(CC2)C)=O)C=[N+]1[O-])F